BrC=1N=C(C=C2C1NCC2)OC 7-bromo-5-methoxy-2,3-dihydro-1H-pyrrolo[2,3-c]pyridine